C1OCC12CC(C2)NC(=O)[C@@H]2CC21CCN(CC1)C(=O)OC(C(F)(F)F)C(F)(F)F |r| 1,1,1,3,3,3-Hexafluoropropan-2-yl (±)-1-((2-oxaspiro[3.3]heptan-6-yl)carbamoyl)-6-azaspiro[2.5]octan-6-carboxylat